CNC(OC(C1=CC=CC=C1)CCN(C=1C=NN(C1)C)S(=O)(=O)NC(CC1=C2CCCC2=CC=2CCCC12)=O)=O [2-({[2-(1,2,3,5,6,7-hexahydro-s-indacen-4-yl) acetamido]-sulfonyl} (1-methyl-1H-pyrazol-4-yl) amino) ethyl]-benzyl N-methylcarbamate